BrC=1C(=NC(=CC1)C(F)F)OCC1CC1 3-bromo-2-(cyclopropylmethoxy)-6-(difluoromethyl)pyridine